BrC1=CC(=C(C(=C1)F)[C@H]1N([C@@H](CC2=C3C(=CC=C12)NN=C3)C)CC(CO[Si](C3=CC=CC=C3)(C3=CC=CC=C3)C(C)(C)C)(F)F)F (6S,8R)-6-(4-bromo-2,6-difluorophenyl)-7-(3-((tert-butyldiphenylsilyl)oxy)-2,2-difluoropropyl)-8-methyl-6,7,8,9-tetrahydro-3H-pyrazolo[4,3-f]isoquinoline